3-bromo-5-fluoro-N,N-dimethyl-4-(pyrrolidin-1-yl)benzene-1-sulfonamide BrC=1C=C(C=C(C1N1CCCC1)F)S(=O)(=O)N(C)C